ClC=1C(=C2C=NNC2=C(C1F)N1C(=CC=C1)C)C=1N=CC=2N(C1)C=C(N2)NC(=O)[C@H]2[C@H](C2)F (1S,2S)-N-(6-(5-chloro-6-fluoro-7-(2-methyl-1H-pyrrol-1-yl)-1H-indazol-4-yl)imidazo[1,2-a]pyrazin-2-yl)-2-fluorocyclopropane-1-carboxamide